diethylbenzyldiphenyldodecasiloxane C(C)[Si](O[Si](C1=CC=CC=C1)(C1=CC=CC=C1)CC1=CC=CC=C1)(O[SiH2]O[SiH2]O[SiH2]O[SiH2]O[SiH2]O[SiH2]O[SiH2]O[SiH2]O[SiH2]O[SiH3])CC